4-[4-(1,3-benzodioxol-5-yl)-5-(2-pyridinyl)-1H-imidazol-2-yl]benzamide O1COC2=C1C=CC(=C2)C=2N=C(NC2C2=NC=CC=C2)C2=CC=C(C(=O)N)C=C2